4-methylendioxycinnamic acid-N-cyclohexyl-N-2-pyridylamide C1(CCCCC1)N(C(C=CC1=CC=C2C(=C1)OCO2)=O)C2=NC=CC=C2